C(#N)C1=CC(=C(COC2=CC=CC(=N2)C2CCN(CC2)C2(CC2)C(=O)O)C=C1)F 1-(4-(6-((4-cyano-2-fluorobenzyl)oxy)pyridin-2-yl)piperidin-1-yl)cyclopropane-1-carboxylic acid